2-amino-5-chloro-1-(5,7-dimethylbenzofuran-6-yl)-1H-pyrrolo[2,3-b]pyridine-3-carboxamide NC1=C(C=2C(=NC=C(C2)Cl)N1C1=C(C2=C(C=CO2)C=C1C)C)C(=O)N